(S)-(5-(6-chloro-7-fluoro-3-(1H-imidazol-1-yl)-5-methoxy-1-methyl-1H-indol-2-yl)-4H-1,2,4-triazol-3-yl)(3-hydroxypiperidin-1-yl)methanone ClC1=C(C=C2C(=C(N(C2=C1F)C)C=1NC(=NN1)C(=O)N1C[C@H](CCC1)O)N1C=NC=C1)OC